(S)-11-(4-(3-ethoxy-2-(1H-imidazo[4,5-c]quinolin-1-yl)propyl)phenoxy)undecan-1-ol C(C)OC[C@H](CC1=CC=C(OCCCCCCCCCCCO)C=C1)N1C=NC=2C=NC=3C=CC=CC3C21